N-(1-(tert-butyl)-3-(3-hydroxycyclopentyl)-1H-pyrazol-5-yl)-2-(3-methylisothiazol-5-yl)acetamide C(C)(C)(C)N1N=C(C=C1NC(CC1=CC(=NS1)C)=O)C1CC(CC1)O